NC1=NC=2C=CC(=CC2C2=C1C=NN2C)C(=O)N([C@@H]2COC1=C2C=CC(=C1)OC(F)(F)F)C 4-amino-N,1-dimethyl-N-((3S)-6-(trifluoromethoxy)-2,3-dihydro-1-benzofuran-3-yl)-1H-pyrazolo[4,3-c]quinoline-8-carboxamide